NC1=NC(=NN1S(=O)(=O)C1=C(N=C2SC=CN21)Cl)NC2=CC=C(C#N)C=C2 4-[[5-amino-1-(6-chloroimidazo[2,1-b]thiazol-5-yl)sulfonyl-1,2,4-triazol-3-yl]amino]-benzonitrile